O1C=NC=2C=CC=3CCCOC3C21 oxazolochroman